F[C@@H]1[C@@H]2CCC[C@H](C[C@H]1O)N2C(=O)OC(C)(C)C |r| Rac-tert-butyl (1S,2R,3R,5R)-2-fluoro-3-hydroxy-9-azabicyclo[3.3.1]nonane-9-carboxylate